ClC1N(C=CC(=C1)C1=CC=CC=C1)C 2-chloro-1-methyl-4-phenylpyridine